3,5-dihydroxyphenylacetic acid methyl ester COC(CC1=CC(=CC(=C1)O)O)=O